3-[[(2R,6R)-2,6-dimethylpiperazin-1-yl]methyl]pyridazine hydrochloride Cl.C[C@H]1N([C@@H](CNC1)C)CC=1N=NC=CC1